ClC1=NC2=C(N1C1=CC=C(N)C=C1)C=CC=C2 4-(2-chlorobenzimidazol-1-yl)-aniline